OC(C(=O)[O-])S(=O)(=O)[O-] 2-hydroxysulfonatoacetate